2-(4-{4-[2-(2,2-difluoroethoxy)phenyl]-6-(2-hydroxypropan-2-yl)-1-oxo-1,3-dihydro-2H-pyrrolo[3,4-c]pyridin-2-yl}phenyl)-2-methylpropanenitrile FC(COC1=C(C=CC=C1)C1=NC(=CC2=C1CN(C2=O)C2=CC=C(C=C2)C(C#N)(C)C)C(C)(C)O)F